lithium silainide salt [Si-]1=CC=CC=C1.[Li+]